rac-ethyl 4-(N-(1-(tert-butoxycarbonyl)-3-(hydroxymethyl) pyrrolidin-3-yl) sulfamoyl)-3-fluoro-1-methyl-1H-pyrrole-2-carboxylate C(C)(C)(C)OC(=O)N1C[C@](CC1)(CO)NS(=O)(=O)C=1C(=C(N(C1)C)C(=O)OCC)F |r|